(3R,4R)-N-(isoquinolin-5-yl)-4-(thiophen-2-yl)pyrrolidine-3-carboxamide dihydrochloride Cl.Cl.C1=NC=CC2=C(C=CC=C12)NC(=O)[C@H]1CNC[C@@H]1C=1SC=CC1